ClC1=CC2=C(N(CCCC2NCCCCCN2CCCCC2)C(=O)C2=C(C=C(C=C2)NC(C2=C(C=CC=C2)C)=O)C)C=C1 N-(4-(7-chloro-5-((5-(piperidin-1-yl)pentyl)amino)-2,3,4,5-tetrahydro-1H-benzo[b]azepine-1-carbonyl)-3-methylphenyl)-2-methylbenzamide